[7-oxo-3-[3-(thiazol-2-ylcarbamoyl)pyrazol-1-yl]-1,6-diazabicyclo[3.2.1]oct-3-en-6-yl]sulfat O=C1N(C2C=C(CN1C2)N2N=C(C=C2)C(NC=2SC=CN2)=O)OS(=O)(=O)[O-]